C(CCCCCCC\C=C/C\C=C/CCCCC)N(CCN1CCN(CC1)CCN(CCN(CCCCCCCCCCCC)CCCCCCCCCCCC)CCCCCCCCCCCC)CCCCCCCC\C=C/C\C=C/CCCCC N1-(2-(4-(2-(Di((9Z,12Z)-octadeca-9,12-dien-1-yl)amino)ethyl)piperazin-1-yl)ethyl)-N1,N2,N2-tridodecylethane-1,2-diamine